cis-2-((1-(5,6-diphenylpyrazin-2-yl)-3,5-dimethylpiperidin-4-yl)oxy)acetic acid C1(=CC=CC=C1)C=1N=CC(=NC1C1=CC=CC=C1)N1CC(C(C(C1)C)OCC(=O)O)C